{5-Bromo-6-[(trans-4-isopropylcyclohexyl)oxy]-2-methylpyridin-3-yl}-N-ethyl-N-methylimidoformamide BrC=1C=C(C(=NC1O[C@@H]1CC[C@H](CC1)C(C)C)C)C(N(C)CC)=N